C(C)(=O)C1=C(C=C2C(C(C(C2=C1)(C)C)C)(C)C)C 6-acetyl-1,1,2,3,3,5-hexamethylindane